N-((1r,4r)-4-((2'-(benzyloxy)-3',6-difluoro-[1,1'-biphenyl]-3-yl)methyl)-4-(4-(chloromethyl)pyrimidin-2-yl)cyclohexyl)methanesulfonamide C(C1=CC=CC=C1)OC1=C(C=CC=C1F)C1=CC(=CC=C1F)CC1(CCC(CC1)NS(=O)(=O)C)C1=NC=CC(=N1)CCl